2-[2-(tert-butoxy)ethoxy]-6-methoxyphenylboronic acid C(C)(C)(C)OCCOC1=C(C(=CC=C1)OC)B(O)O